NC1=C(C(=O)NC2(CCC(CC2)O)C)C=CC=N1 2-amino-N-((1R,4R)-4-hydroxy-1-methylcyclohexyl)nicotinamide